3-cyclopropyl-1-(6-(1-methyl-1H-pyrazol-4-yl)pyrrolo[1,2-b]pyridazin-4-yl)pyrrolidin-2-one C1(CC1)C1C(N(CC1)C=1C=2N(N=CC1)C=C(C2)C=2C=NN(C2)C)=O